C(CCCCCCCCCCCCCCC)(=O)N[C@H]1C(O)O[C@@H]([C@H]([C@@H]1O)O)CO N-palmitoyl-glucosamine